O-((S)-3-(benzyloxy)butyl)-N-((benzyloxy)carbonyl)-L-serine C(C1=CC=CC=C1)O[C@H](CCOC[C@H](NC(=O)OCC1=CC=CC=C1)C(=O)O)C